Cl.C12N(CC(NC1)C2)CCCN2CCC(CC2)N2N=CC(=C2)C2=CN=C(C(=N2)C(=O)O[C@@H](C(=O)NC2=CC=C(C=C2)F)C2=CC=CC=C2)N (R)-2-((4-fluorophenyl)amino)-2-oxo-1-phenylethyl 6-(1-(1-(3-(2,5-diazabicyclo[2.2.1]heptan-2-yl)propyl)piperidin-4-yl)-1H-pyrazol-4-yl)-3-aminopyrazine-2-carboxylate hydrochloride